1-(4-chloro-2-hydroxy-6-methylphenyl)-N-((3R,5S)-5-methyl-1-(1H-tetrazol-5-yl)piperidin-3-yl)cyclopropane-1-carboxamide ClC1=CC(=C(C(=C1)C)C1(CC1)C(=O)N[C@H]1CN(C[C@H](C1)C)C1=NN=NN1)O